3-(5-(4-benzhydryl-piperazine-1-carbonyl)-7-fluoro-1-oxoisoindolin-2-yl)piperidine-2,6-dione C(C1=CC=CC=C1)(C1=CC=CC=C1)N1CCN(CC1)C(=O)C=1C=C2CN(C(C2=C(C1)F)=O)C1C(NC(CC1)=O)=O